ClC1=NC=CC(=N1)C1=CNC2=C(C=CC=C12)[N+](=O)[O-] 3-(2-Chloropyrimidin-4-yl)-7-nitro-1H-indole